sodium glycolate C(CO)(=O)[O-].[Na+]